Cl.C(C)(C)C1=C(C(=O)N)C=CC(=C1)OCC1NCCC1 isopropyl-4-(pyrrolidin-2-ylmethoxy)benzamide hydrochloride